tert-butyl-peroxybutane C(C)(C)(C)OOCCCC